4,4'-bis(2-phenylethanothioyl)benzophenone C1(=CC=CC=C1)CC(=S)C1=CC=C(C(=O)C2=CC=C(C=C2)C(CC2=CC=CC=C2)=S)C=C1